C(C)C(CC(=O)NC(C(=O)O)CCN(CCCCC1=NC=2NCCCC2C=C1)CCOC1=CC=CC=C1)CC(F)(F)F 2-[(3-ethyl-5,5,5-trifluoro-pentanoyl)amino]-4-[2-phenoxyethyl-[4-(5,6,7,8-tetrahydro-1,8-naphthyridin-2-yl)butyl]amino]butanoic acid